4-(6-Chloro-3-(3-(4-chloro-3,5-dimethylphenoxy)propyl)-7-(4,6-dimethylpyrimidin-5-yl)-1H-indole-2-carboxamido)cyclohexane-1-carboxylic acid ClC1=CC=C2C(=C(NC2=C1C=1C(=NC=NC1C)C)C(=O)NC1CCC(CC1)C(=O)O)CCCOC1=CC(=C(C(=C1)C)Cl)C